FC(C)(F)C=1C(NC=2C=C(C=NC2C1)CN1CCC(=CC1)C=1C=NC(=CC1)C(=O)NC)=O 1'-((7-(1,1-difluoroethyl)-6-oxo-5,6-dihydro-1,5-naphthyridin-3-yl)methyl)-N-methyl-1',2',3',6'-tetrahydro-[3,4'-bipyridine]-6-carboxamide